FC1=C(C=CC(=C1)F)[C@H]1N(CC[C@H](C1)NC)C(=O)N1CC2(CCCC2)[C@@H](CC1)CN1C=NC(=CC1=O)C1=C(C=CC=C1)OC 3-(((R)-7-((2S,4R)-2-(2,4-difluorophenyl)-4-(methylamino)piperidine-1-carbonyl)-7-azaspiro[4.5]dec-10-yl)methyl)-6-(2-methoxyphenyl)pyrimidin-4(3H)-one